C1(CC1)CN(C(OC(C)(C)C)=O)[C@H]1CN(CCC1)C=1C=NC(=CC1)C1(COC1)N1N=NC(=C1)C=1N=NC=C(C1)C1CC1 tert-butyl (R)-(cyclopropylmethyl)(1-(6-(3-(4-(5-cyclopropylpyridazin-3-yl)-1H-1,2,3-triazol-1-yl)oxetan-3-yl)pyridin-3-yl)piperidin-3-yl)carbamate